isopropyl (S)-6-diazo-2-((S)-2-methoxy-2-(oxazol-2-yl)acetamido)-5-oxohexanoate [N+](=[N-])=CC(CC[C@@H](C(=O)OC(C)C)NC([C@H](C=1OC=CN1)OC)=O)=O